6-((4'-fluoro-[1,1'-biphenyl]-4-yl)oxy)-N,2-dimethylpyridin-3-amine FC1=CC=C(C=C1)C1=CC=C(C=C1)OC1=CC=C(C(=N1)C)NC